methyl 4-(N-2-pentylamino)benzoate CC(CCC)NC1=CC=C(C(=O)OC)C=C1